C12(CC3CC(CC(C1)C3)C2)C=2C=C(C(=O)NCCC3=CC=C(C=C3)O)C=CC2O 3-adamant-1-yl-4-hydroxy-N-[2-(4-hydroxyphenyl)-ethyl]-benzoic acid amide